1-octyl-3-(2-ethylhexyl)imidazolium bicarbonate C([O-])(O)=O.C(CCCCCCC)N1C=[N+](C=C1)CC(CCCC)CC